isoxazolo[3,4-d]pyrimidine-4,6-dione N1OC=C2C1=NC(NC2=O)=O